6'-chloro-r-(6-methylpyridazin-3-yl)-2'-oxo-1,3-dihydrospiro-[indene-2,3'-indoline]-5-carboxylic acid ClC1=CC=C2[C@@]3(C(N(C2=C1)C=1N=NC(=CC1)C)=O)CC1=CC=C(C=C1C3)C(=O)O